ClC1=NNC2=NC=C(C=C21)CNC([C@H](C)NC(=O)[C@@H]2N(C[C@H](C2)C2=CC=CC=C2)C(=O)OC(C)(C)C)=O tert-Butyl (2R,4R)-2-(((S)-1-(((3-chloro-1H-pyrazolo[3,4-b]pyridin-5-yl)methyl)amino)-1-oxopropan-2-yl)carbamoyl)-4-phenylpyrrolidine-1-carboxylate